(S)-N-(3-(2-((1-(hydroxymethyl)cyclopropyl)amino)-6-morpholinopyridin-4-yl)-4-methylphenyl)-3-(2,2,2-trifluoroethyl)pyrrolidine-1-carboxamide OCC1(CC1)NC1=NC(=CC(=C1)C=1C=C(C=CC1C)NC(=O)N1C[C@@H](CC1)CC(F)(F)F)N1CCOCC1